(4Z)-1-(2-methoxyethyl)-2-methyl-4-({4-[2-(trimethylsilyl)ethynyl]phenyl}methylidene)-4,5-dihydro-1H-imidazol-5-one COCCN1C(=N\C(\C1=O)=C/C1=CC=C(C=C1)C#C[Si](C)(C)C)C